Cl.NC/C(/COC1=CC(=C(C#N)C=C1)Br)=C\F (E)-4-((2-(aminomethyl)-3-fluoroallyl)oxy)-2-bromobenzonitrile hydrochloride